C(C)(C)(C)OC(N[C@H](C(=O)NC1=CC(=C(C=C1)SCC1=CC=CC=C1)O)CC1=CC=CC=C1)=O (S)-1-(4-(benzylthio)-3-hydroxyphenylamino)-1-oxo-3-phenylpropan-2-ylcarbamic acid tert-butyl ester